4,4-dimethyl-1,3-diphenylpent-1-yn-3-ol CC(C(C#CC1=CC=CC=C1)(O)C1=CC=CC=C1)(C)C